Hexenyl-3-Cis-Isobutyrate ((Z)-hex-3-en-1-yl 2-methylpropanoate) C(C\C=C/CC)C(C(=O)O)(C)C.C(=CCCCC)OC(C(C)C)=O